methyl 2-[(4-bromo-2,5-difluorophenyl)methyl]-3-[(3S)-4,4-dimethyltetrahydrofuran-3-yl]-7-fluorobenzimidazole-5-carboxylate BrC1=CC(=C(C=C1F)CC=1N(C2=C(N1)C(=CC(=C2)C(=O)OC)F)[C@@H]2COCC2(C)C)F